tert-Butyl 4-(8-cyclopropyl-4-methyl-3-oxo-7-(phenylsulfonyl)-1,3,4,7-tetrahydro-2H-pyrrolo[3',2':5,6]pyrido[3,4-d]pyrimidin-2-yl)benzoate C1(CC1)C1=CC2=C(N=CC=3N(C(N(CC32)C3=CC=C(C(=O)OC(C)(C)C)C=C3)=O)C)N1S(=O)(=O)C1=CC=CC=C1